2-(5-(azetidin-1-yl)-7-cyanobenzo[b]thiophen-2-yl)-4-methylthiazole-5-carboxylic acid N1(CCC1)C1=CC2=C(SC(=C2)C=2SC(=C(N2)C)C(=O)O)C(=C1)C#N